3-(2-(4-(5-(difluoromethyl)-1,3,4-oxadiazol-2-yl)benzyl)-2H-tetrazol-5-yl)-N,N-dimethylbenzamide FC(C1=NN=C(O1)C1=CC=C(CN2N=C(N=N2)C=2C=C(C(=O)N(C)C)C=CC2)C=C1)F